O1COC2=C1C=CC(=C2)N(C2CCC(CC2)N(C2=C(C(N(C=1C=CC(=NC21)C#N)C)=O)C#N)C)C[C@H]2COCCC2 8-((4-(benzo[d][1,3]dioxol-5-yl(((S)-tetrahydro-2H-pyran-3-yl)methyl)amino)cyclohexyl)(methyl)amino)-5-methyl-6-oxo-5,6-dihydro-1,5-naphthyridine-2,7-dicarbonitrile